Tert-butyl ((4bR,9bR)-1-amino-7-((S)-1-cyclopropylethyl)-4b-hydroxy-10-oxo-4b,10-dihydro-9bH-indeno[1,2-b]benzofuran-9b-yl)carbamate NC1=C2C([C@]3([C@](OC4=C3C=CC(=C4)[C@@H](C)C4CC4)(C2=CC=C1)O)NC(OC(C)(C)C)=O)=O